N1C(=NC2=C1C=CC=C2)C=2C(=C(C(=C(C2F)OC)O)O)C 4-(1H-benzo[d]imidazol-2-yl)-5-fluoro-6-methoxy-3-methylbenzene-1,2-diol